5-((2-oxo-2H-[1,2'-bipyridin]-3-yl)amino)pyrazolo[1,5-a]pyrimidine-3-carboxamide O=C1N(C=CC=C1NC1=NC=2N(C=C1)N=CC2C(=O)N)C2=NC=CC=C2